COC=1C=C2C(C=C(OC2=CC1)C1=CC=C(C=C1)OC1=CC=CC=C1)=O 6-methoxy-2-(4-phenoxyphenyl)-4H-chromen-4-one